C(C)C1=NOC2=C1C=C(C(=C2)OC)NS(=O)(=O)CCC N-(3-ethyl-6-methoxybenzo[d]isoxazol-5-yl)propane-1-sulfonamide